tert-butyl-(R)-3-(hydroxymethyl)pyrrolidine-1-carboxylic acid C(C)(C)(C)[C@@H]1N(CCC1CO)C(=O)O